rac-(1S*,2S*)-2-(5-chloro-1H-indazol-3-yl)-N-(6-(((6-cyclopropylimidazo[1,2-a]pyridin-2-yl)methyl)amino)pyrimidin-4-yl)cyclopropane-1-carboxamide ClC=1C=C2C(=NNC2=CC1)[C@@H]1[C@H](C1)C(=O)NC1=NC=NC(=C1)NCC=1N=C2N(C=C(C=C2)C2CC2)C1 |r|